3-(5-(4-((2-(trimethylsilyl)ethoxy)methyl)-4H-1,2,4-triazol-5-yl)pyridin-3-yl)phenyl (cyclohexylmethyl)carbamate C1(CCCCC1)CNC(OC1=CC(=CC=C1)C=1C=NC=C(C1)C=1N(C=NN1)COCC[Si](C)(C)C)=O